(S)-5-bromo-N-((5-fluoro-2-hydroxyphenyl)(1H-indol-2-yl)methyl)-4-methylthiazole-2-carboxamide BrC1=C(N=C(S1)C(=O)N[C@H](C=1NC2=CC=CC=C2C1)C1=C(C=CC(=C1)F)O)C